N-[4-[2-oxo-6-[2-(trifluoromethyl)-1-piperidinyl]-1H-pyridin-4-yl]-2-pyridinyl]acetamide O=C1NC(=CC(=C1)C1=CC(=NC=C1)NC(C)=O)N1C(CCCC1)C(F)(F)F